BrC1=CC(=C(OC=2C=C(C(NN2)=O)C(C)C)C(=C1)Cl)Cl 6-(4-bromo-2,6-dichlorophenoxy)-4-isopropylpyridazin-3(2H)-one